(E)-4-(2-(2-(3-(6-aminopyridin-3-yl)acrylamido)ethyl)-7-chlorobenzofuran-5-yl)benzoic acid NC1=CC=C(C=N1)/C=C/C(=O)NCCC=1OC2=C(C1)C=C(C=C2Cl)C2=CC=C(C(=O)O)C=C2